FC(C(=O)C1=NC=C(C(=C1)OCC(F)(F)F)F)F 2,2-difluoro-1-[5-fluoro-4-(2,2,2-trifluoroethoxy)-2-pyridyl]ethanone